C1N(CCC12CCCCC2)C(=O)O 2-azaspiro[4.5]decane-2-carboxylic acid